ClCCCCCCCCCCCCCCCCCCCCCCCCCCCCC=C 30-chloro-1-triacontene